NC=1C=C(C2=C(C(=CC=C2C1)F)CC)C1=C(C=C2C(=NC(=NC2=C1F)OC[C@]12CCCN2C[C@@H](C1)F)N1CC2(CNC(O2)=O)CCC1)F 7-(7-(3-Amino-8-ethyl-7-fluoronaphthalen-1-yl)-6,8-difluoro-2-(((2R,7aS)-2-fluorotetrahydro-1H-pyrrolizin-7a(5H)-yl)methoxy)quinazolin-4-yl)-1-oxa-3,7-diazaspiro[4.5]decan-2-one